Cl.COC(=O)[C@@H]1[C@@H](C2=CC=CC=C2C1)N cis-1-amino-2,3-dihydro-1H-indene-2-carboxylic acid methyl ester hydrochloride